(6R)-ethyl 6-(4-(3-(1-hydroxy ethyl)pyridin-2-yl)piperazin-1-yl)-2-azaspiro[3.4]octane-2-carboxylate OC(C)C=1C(=NC=CC1)N1CCN(CC1)[C@H]1CC2(CN(C2)C(=O)OCC)CC1